[Ca].C(C)N(CC)CC triethylamine calcium